FC=1C=C(SC1C(C)O)CC(C(=O)[O-])(C)C 3-[4-fluoro-5-(1-hydroxyethyl)thiophen-2-yl]-2,2-dimethylpropanoate